(E)-(2-hydroxy-3-methoxy-5-(4-methoxystyryl)phenyl)(6-methylpyridin-3-yl)methanone OC1=C(C=C(C=C1OC)\C=C\C1=CC=C(C=C1)OC)C(=O)C=1C=NC(=CC1)C